5-fluoro-4-(methylamino)pyrimidin FC=1C(=NC=NC1)NC